C1(=CC=C(C=C1)OCCO)OCCO (1,4-phenylenedioxy)diethanol